C(C=C\C=C/C=C\C=C\C=C\C=C/CCCCCCCCC)(=O)O 4Z,9E,11E,13Z,15E,19Z-docosahexaenoic acid